FC=1C=CC=C2C(=CNC12)C1=CC=C2C(=N1)C(NC2=O)(C)C 2-(7-fluoro-1H-indol-3-yl)-7,7-dimethyl-6,7-dihydropyrrolo[3,4-b]pyridin-5-one